5-[6-(piperidin-4-yl)pyridin-3-ylsulfonylamino]-1,3-thiazole-4-carboxylic acid N1CCC(CC1)C1=CC=C(C=N1)S(=O)(=O)NC1=C(N=CS1)C(=O)O